BrC1=C(C=C2C(NC(=NC2=C1)C)=O)S(=O)(=O)NC=1C=NC(=CC1)N1C[C@@H](C[C@H](C1)C)C 7-Bromo-N-(6-((3R,5R)-3,5-dimethylpiperidin-1-yl)pyridin-3-yl)-2-methyl-4-oxo-3,4-dihydroquinazoline-6-sulfonamide